N-(2,6-dichlorobenzoyl)-N'-(ethyl)-N'-(4-tert-butylphenyl)urea ClC1=C(C(=O)NC(=O)N(C2=CC=C(C=C2)C(C)(C)C)CC)C(=CC=C1)Cl